Cl.NCC[C@H](C(=O)OC)NC(=O)OCC1=CC=CC=C1 methyl (2R)-4-amino-2-(benzyloxycarbonylamino)butanoate hydrochloride